5-(2,4-difluorobenzyl)-3-(pyridin-2-ylethynyl)-1H-indazole FC1=C(CC=2C=C3C(=NNC3=CC2)C#CC2=NC=CC=C2)C=CC(=C1)F